4-chlorobenzyl (4-(2-((6-methylpyridin-3-yl)amino)-2-oxoethyl)phenyl)carbamate CC1=CC=C(C=N1)NC(CC1=CC=C(C=C1)NC(OCC1=CC=C(C=C1)Cl)=O)=O